C1N(CCC2=CC=CC=C12)C[C@H](CN1CCN(C2=C(C1=O)C=CC(=C2)C2=CCC(CC2)C(F)(F)F)C)O 4-[(2R)-3-(3,4-dihydro-1H-isoquinolin-2-yl)-2-hydroxy-propyl]-1-methyl-8-[4-(trifluoromethyl)cyclohexen-1-yl]-2,3-dihydro-1,4-benzodiazepine-5-one